[F-].[F-].[F-].[F-].[Na+].[Pr+3] praseodymium sodium tetrafluoride